ClC1=C(C=C(C=C1)N(C(=O)[C@H]1N(CC=2N(N=CC21)C)C2=NC(=CC(=C2)C(F)(F)F)C)C)C (S)-N-(4-Chloro-3-methylphenyl)-N,1-dimethyl-5-(6-methyl-4-(trifluoromethyl)pyridin-2-yl)-1,4,5,6-tetrahydropyrrolo[3,4-c]pyrazole-4-carboxamide